(R)-tert-butyl (3-cyclopropyl-5-(2-((2,3-dihydro-1H-inden-1-yl)((5-(trifluoromethyl)pyridin-2-yl)methyl)amino)-2-oxoacetamido)pyridin-2-yl)carbamate C1(CC1)C=1C(=NC=C(C1)NC(C(=O)N(CC1=NC=C(C=C1)C(F)(F)F)[C@@H]1CCC2=CC=CC=C12)=O)NC(OC(C)(C)C)=O